BrC1=C(NC)C(=CC=C1)OC1=CC(=CC=C1)OC(F)F 2-bromo-6-(3-(difluoromethoxy)phenoxy)-N-methylaniline